FC(C(=O)O)(F)F.N[C@H](C(=O)NCCCOCC(=O)N1CCN(CC1)C=1C(=CC2=C(C(C=3NC4=CC(=CC=C4C3C2=O)C#N)(C)C)C1)CC)C(C)(C)C (S)-2-amino-N-(3-(2-(4-(3-cyano-9-ethyl-6,6-dimethyl-11-oxo-6,11-dihydro-5H-benzo[b]carbazol-8-yl)piperazin-1-yl)-2-oxoethoxy)propyl)-3,3-dimethylbutanamide 2,2,2-trifluoroacetate